2-bromo-2,2-difluoro-N-(2',3',4',5',6-pentafluoro-4-hydroxy-[1,1'-biphenyl]-3-yl)acetamide BrC(C(=O)NC=1C=C(C(=CC1O)F)C1=C(C(=C(C(=C1)F)F)F)F)(F)F